5-[6-[4-[(2-chloropyrimidin-5-yl)methyl]piperazin-1-yl]-2-isopropyl-3-pyridyl]-1,3-dimethyl-pyridin-2-one ClC1=NC=C(C=N1)CN1CCN(CC1)C1=CC=C(C(=N1)C(C)C)C=1C=C(C(N(C1)C)=O)C